({2-[4-(4-methoxyphenyl)-2,2-dimethyloxetan-4-yl]ethyl})amine COC1=CC=C(C=C1)C1(CC(O1)(C)C)CCN